C(CCC)C1=NC=2C(=C3C(=NC2N)C=C(S3)C3CCOCC3)N1CC1CCN(CC1)C 2-butyl-1-((1-methylpiperidin-4-yl)methyl)-7-(tetrahydro-2H-pyran-4-yl)-1H-imidazo[4,5-d]thieno[3,2-b]pyridine-4-amine